CNC1=CC=CC=C1C(=O)NCCN N-(2-aminoethyl)-2-(methylamino)benzamide